C1(=CC=CC=C1)NC1=NC(=NC=C1C(=O)N)NCCC 4-(phenylamino)-2-(propylamino)pyrimidine-5-carboxamide